COC=1C=C(C=C(C1OC)OC)N1C=NC(=C1)NC=1C2=C(N=C(N1)N1[C@H](CCC1)C(=O)N)COC2 (R)-1-(4-((1-(3,4,5-trimethoxyphenyl)-1H-imidazol-4-yl)amino)-5,7-dihydrofuro[3,4-D]pyrimidin-2-yl)pyrrolidine-2-carboxamide